1-(oxetan-2-ylmethyl)-1H-imidazole-5-carbonitrile O1C(CC1)CN1C=NC=C1C#N